5-[[2-[(3S)-3-(1H-1,2,4-triazol-5-yl)pyrrolidine-1-carbonyl]-2-azaspiro[3.3]heptan-6-yl]methyl]-2-(trifluoromethyl)benzonitrile N1N=CN=C1[C@@H]1CN(CC1)C(=O)N1CC2(C1)CC(C2)CC=2C=CC(=C(C#N)C2)C(F)(F)F